4-nonanoylaminophenol C(CCCCCCCC)(=O)NC1=CC=C(C=C1)O